Benzyl 9-(piperidin-4-ylmethyl)-2,9-diazaspiro[5.5]undecan-2-carboxylate N1CCC(CC1)CN1CCC2(CCCN(C2)C(=O)OCC2=CC=CC=C2)CC1